CC1C(CCC(C1)CC1CCCCC1)CC1CCCCC1 (2-Methylcyclohexan-1,4-diyl)bis(methylen)dicyclohexan